tert-butyl (S)-2-allyl-2-(2-cyanoethyl)-4-(4-methoxybenzoyl)-3-oxopiperazine-1-carboxylate C(C=C)[C@@]1(N(CCN(C1=O)C(C1=CC=C(C=C1)OC)=O)C(=O)OC(C)(C)C)CCC#N